tert-butyl (tert-butoxycarbonyl)(4,6-dichloropyrimidin-2-yl)carbamate C(C)(C)(C)OC(=O)N(C(OC(C)(C)C)=O)C1=NC(=CC(=N1)Cl)Cl